4-Guanidino-1-butanol hydrochloride Cl.N(C(=N)N)CCCCO